O=C1N(C2=CC=CC=C2C12CC2)C2OCCCC2 oxo-1'-(tetrahydro-2H-pyran-2-yl)spiro[cyclopropane-1,3'-indoline]